BrC1=CC=C2CCC(CC2=C1)=O 7-bromo-3,4-dihydronaphthalen-2(1H)-one